CC(COO)(CCC(C)(C(C)(C)C)C)C(C)(C)C 2,5-dimethyl-2,5-di-tert-butylperoxylhexane